(ethylcyclopentadienyl)tris(methylethylamino)zirconium C(C)C1(C=CC=C1)[Zr](N(C)CC)(N(C)CC)N(CC)C